bis(3,5-bis(trifluoromethyl)phenyl)(4-trifluoromethyl-phenyl)borane FC(C=1C=C(C=C(C1)C(F)(F)F)B(C1=CC=C(C=C1)C(F)(F)F)C1=CC(=CC(=C1)C(F)(F)F)C(F)(F)F)(F)F